tert-butyl 4-(N-(tert-butoxycarbonyl)-S-((R)-2-methoxy-2-oxo-1-(4-phenoxyphenyl)ethyl)-L-homocysteinyl)piperazine-1-carboxylate C(C)(C)(C)OC(=O)N[C@@H](CCS[C@@H](C(=O)OC)C1=CC=C(C=C1)OC1=CC=CC=C1)C(=O)N1CCN(CC1)C(=O)OC(C)(C)C